5-fluoro-4-(3-oxo-5,6,7,8-tetrahydro[1,2,4]triazolo[4,3-a]pyridin-2(3H)-yl)-N-(3-sulfamoylphenyl)-2-{[(2S)-1,1,1-trifluoropropan-2-yl]oxy}benzamide FC=1C(=CC(=C(C(=O)NC2=CC(=CC=C2)S(N)(=O)=O)C1)O[C@H](C(F)(F)F)C)N1N=C2N(CCCC2)C1=O